C(OC1=C(C=CC=C1C1=NC=CC=N1)NC(OC(C)(C)C)=O)([2H])([2H])[2H] tert-butyl (2-(methoxy-d3)-3-(pyrimidin-2-yl)phenyl)carbamate